1,2-dioleyloxy-N,3-dioleyloxy-propylamine C(CCCCCCC\C=C/CCCCCCCC)OC(C(COCCCCCCCC\C=C/CCCCCCCC)OCCCCCCCC\C=C/CCCCCCCC)NOCCCCCCCC\C=C/CCCCCCCC